4-(((1-(5-chloro-6-cyanopyridin-2-yl)-1H-tetrazol-5-yl)methyl)(cyclopropyl)amino)cyclohexane-1-carboxylic acid ethyl ester C(C)OC(=O)C1CCC(CC1)N(C1CC1)CC1=NN=NN1C1=NC(=C(C=C1)Cl)C#N